N-(5-(N-(6-chloro-2-methylpyridin-3-yl)sulfamoyl)-6-methoxypyridin-3-yl)-2-phenylthiazole-4-carboxamide ClC1=CC=C(C(=N1)C)NS(=O)(=O)C=1C=C(C=NC1OC)NC(=O)C=1N=C(SC1)C1=CC=CC=C1